COC(C1=CC(=C(C(=C1)S)O)F)=O 3-fluoro-4-hydroxy-5-sulfanyl-benzoic acid methyl ester